CC1(COC(OC1)C=1C=C(C(=O)N)C=C(C1O)F)C 3-(5,5-dimethyl-1,3-dioxan-2-yl)-5-fluoro-4-hydroxybenzoamide